N-(4-(4-amino-2,7-dimethyl-7H-pyrrolo[2,3-d]pyrimidin-5-yl)-3-methylphenyl)-2-(3-fluoro-5-(trifluorophenyl)phenyl)-2-hydroxyacetamide NC=1C2=C(N=C(N1)C)N(C=C2C2=C(C=C(C=C2)NC(C(O)C2=CC(=CC(=C2)C2=C(C(=C(C=C2)F)F)F)F)=O)C)C